7-fluoro-N-(6-(4-phenyl-4H-1,2,4-triazol-3-yl)pyridin-2-yl)-4H-benzo[b]imidazo[1,5-d][1,4]oxazine-8-carboxamide FC=1C(=CC2=C(OCC=3N2C=NC3)C1)C(=O)NC1=NC(=CC=C1)C1=NN=CN1C1=CC=CC=C1